P(=O)(OCCOCCOP(=O)(OCCCC)[O-])(OCCCC)[O-].[Co+2] cobalt oxydi(ethane-2,1-diyl) dibutyl bisphosphate